O1C(COCC1)CN (1,4-dioxan-2-yl)methanamine